C[C@H]1COC[C@@H](N1C=1SC(=C(N1)C=1C(=C(C=CC1)NS(=O)(=O)C1=C(C=CC=C1F)F)F)C1=NC(=NC=C1)NC1[C@H]2CS(C[C@@H]12)(=O)=O)C N-(3-(2-((3S,5S)-3,5-dimethylmorpholino)-5-(2-(((1R,5S,6r)-3,3-dioxido-3-thiabicyclo[3.1.0]hexan-6-yl)amino)pyrimidin-4-yl)thiazol-4-yl)-2-fluorophenyl)-2,6-difluorobenzenesulfonamide